cis-4-(1-(4-chlorophenyl)-1H-pyrazol-4-yl)-N-(6-chloroquinolin-2-yl)cyclohexanecarboxamide ClC1=CC=C(C=C1)N1N=CC(=C1)[C@H]1CC[C@H](CC1)C(=O)NC1=NC2=CC=C(C=C2C=C1)Cl